N-(3-Cyano-5-(cyclohexylmethyl)-4,5,6,7-tetrahydrothieno[3,2-c]pyridin-2-yl)-2-(4-(1,1,1-trifluoro-2-hydroxypropan-2-yl)phenyl)acetamid C(#N)C1=C(SC2=C1CN(CC2)CC2CCCCC2)NC(CC2=CC=C(C=C2)C(C(F)(F)F)(C)O)=O